tert-butyl 4-(4-((6-(3,3-dimethyl-2-oxopyrrolidine-1-carboxamido)-2-methylpyridin-3-yl)oxy)pyridin-2-yl)-1H-pyrazole-1-carboxylate CC1(C(N(CC1)C(=O)NC1=CC=C(C(=N1)C)OC1=CC(=NC=C1)C=1C=NN(C1)C(=O)OC(C)(C)C)=O)C